C(CC)N1C=C(C2=CC=CC=C12)C(C(=O)O)C(=O)O 2-(1-propyl-1H-indol-3-yl)malonic acid